BrC=1C=NC=C(C1C)OC1=NC=C(C=C1)Cl 3-bromo-5-[(5-chloropyridin-2-yl)oxy]-4-methylpyridine